benzyl myristate C(CCCCCCCCCCCCC)(=O)OCC1=CC=CC=C1